NC=1C=C(C(=NC1)S(=O)(=O)NC=1SC(=C(N1)C1=CC(=C(C=C1)F)Cl)C1=CC=CC=C1)C 5-amino-N-(4-(3-chloro-4-fluorophenyl)-5-phenylthiazol-2-yl)-3-methylpyridine-2-sulfonamide